C(\C=C\C)(=O)C/C=C/C(=O)Cl crotonyl-(Crotonyl) chloride